thiazepin S1N=CC=CC=C1